(11R)-6-(2,6-dimethylphenyl)-11-methyl-9-oxa-2λ6-thia-3,5,12,19-tetraazatricyclo[12.3.1.14,8]nonadeca-1(17),4,6,8(19),14(18),15-hexaene-2,2,13-trione CC1=C(C(=CC=C1)C)C=1N=C2NS(C3=CC=CC(C(N[C@@H](COC(C1)=N2)C)=O)=C3)(=O)=O